C(C)C(CC)(C(CC(C(CC)CC)=O)=O)C 3,7-diethyl-3-methyl-nonane-4,6-dione